S1C=C(C=C1)C(=O)C1=C2N=CN(C2=NC=N1)[C@H]1[C@H](OC(C)=O)[C@H](OC(C)=O)[C@H](O1)COC(C)=O 6-(thiophene-3-carbonyl)-9-(2',3',5'-tri-O-acetyl-beta-D-ribofuranosyl)purine